C(C)(C)(C)OC(=O)N1/C(/C(C(CC1)C)=O)=C/N(C)C (E)-2-((dimethylamino)methylene)-4-methyl-3-oxopiperidine-1-carboxylic acid tert-butyl ester